tert-butyl (2R,3S,4S)-4-[(tert-butoxycarbonyl)oxy]-3-({[2-(3-hydroxyazetidin-1-yl)ethyl]carbamoyl}oxy)-2-[(4-methoxyphenyl)methyl]pyrrolidine-1-carboxylate TFA salt OC(=O)C(F)(F)F.C(C)(C)(C)OC(=O)O[C@@H]1[C@H]([C@H](N(C1)C(=O)OC(C)(C)C)CC1=CC=C(C=C1)OC)OC(NCCN1CC(C1)O)=O